CC1=NC(=NC=C1)C(=O)O 4-methylpyrimidine-2-carboxylic acid